CN(/C=C/C=1C(=C(OC=2C=CC(=C(N)C2)F)C(=CC1[N+](=O)[O-])F)F)C (E)-5-(3-(2-(dimethylamino)vinyl)-2,6-difluoro-4-nitrophenoxy)-2-fluoroaniline